ClC1=C(C=CC(=C1Cl)C)NC(OCC1=CC=C2C=C(C(=NC2=C1)C)C1C(NC(CC1)=O)=O)=O (3-(2,6-Dioxopiperidin-3-yl)-2-methylquinolin-7-yl)methyl (2,3-dichloro-4-methylphenyl)carbamate